CC1=C(C(=NC=C1)C=O)[N+](=O)[O-] 4-METHYL-3-NITROPICOLINALDEHYDE